ethyl 2-(2-((5-bromo-2-(difluoromethyl)benzofuran-3-yl)methoxy)-4-methoxyphenyl)acetate BrC=1C=CC2=C(C(=C(O2)C(F)F)COC2=C(C=CC(=C2)OC)CC(=O)OCC)C1